CC1(C(C(=CC2(CN(C2)C(=O)C2=C(C=NC=C2)C(F)(F)F)C1)C#N)=O)C 8,8-dimethyl-7-oxo-2-[3-(trifluoromethyl)pyridine-4-carbonyl]-2-azaspiro[3.5]non-5-ene-6-carbonitrile